N,N'-bis-hydroxypropyl-urea OCCCNC(=O)NCCCO